C(#N)C=1C=NC2=CC(=C(C=C2C1NC1=C(C=C(C(=C1)OC)Cl)Cl)OC)OCCCN1CCN(CC1)C(CCCCCCC(=O)NC1=C2CN(C(C2=CC=C1)=O)C1C(NC(CC1)=O)=O)=O 8-(4-(3-((3-cyano-4-((2,4-dichloro-5-methoxyphenyl)amino)-6-methoxyquinolin-7-yl)oxy)propyl)piperazin-1-yl)-N-(2-(2,6-dioxopiperidin-3-yl)-1-oxoisoindolin-4-yl)-8-oxooctanamide